4-(9,9-dimethylfluoren-2-yl)-6-phenyl-1,3,5-triazine CC1(C2=CC=CC=C2C=2C=CC(=CC12)C1=NC=NC(=N1)C1=CC=CC=C1)C